C(C)C=1N=C(SC1)N 4-ethylthiazole-2-amine